(R)-4-((2-Hydroxy-2-methylpropyl)sulfonyl)-N-(6-(2-methylmorpholino)pyridin-2-yl)-2-(6-azaspiro[2.5]octan-6-yl)benzamide OC(CS(=O)(=O)C1=CC(=C(C(=O)NC2=NC(=CC=C2)N2C[C@H](OCC2)C)C=C1)N1CCC2(CC2)CC1)(C)C